C(C)OC(=O)C=1C=NN(C1C(F)F)C1CN(CCC1)C1=C(C=CC(=C1)Cl)C1=CC=C(C=C1)C1CCN(CC1)C(CC)=O 1-{1-[4-chloro-4'-(1-propionylpiperidin-4-yl)[1,1'-biphenyl]-2-yl]piperidin-3-yl}-5-(difluoromethyl)-1H-pyrazole-4-carboxylic acid ethyl ester